C(C(=C)C)(=O)NN[C@@H](CC(=O)O)C(=O)O methacryloylaminoaspartic acid